3-methyl-4-pentyl-3-(pyrimidin-5-yl)-[1,1'-biphenyl]-2,6-diol CC1(C(C(=C(C=C1CCCCC)O)C1=CC=CC=C1)O)C=1C=NC=NC1